3-chloro-5-fluoro-4-(6-((6-(4-hydroxy-3,3-dimethylpiperidin-1-yl)pyrimidin-4-yl)amino)-1H-pyrazolo[4,3-c]pyridin-1-yl)benzonitrile ClC=1C=C(C#N)C=C(C1N1N=CC=2C=NC(=CC21)NC2=NC=NC(=C2)N2CC(C(CC2)O)(C)C)F